BrC1=CC=C2C=3CC4=C(C(C3NC2=C1)(C)C)C=C(C(=C4)Cl)N4CCC(CC4)N4CCOCC4 3-bromo-9-chloro-6,6-dimethyl-8-(4-morpholinopiperidin-1-yl)-5,6-dihydro-11H-benzo[b]carbazole